COC([C@@](CC(=O)N)(C)[C@H](C)C1=CC=C(C=C1)Br)=O |&1:3| (2R/S)-4-amino-2-[(1R)-1-(4-bromophenyl)ethyl]-2-methyl-4-oxo-butyric acid methyl ester